(4-amino-2-bromophenyl)-(4,4-difluoropiperidin-1-yl)methanone NC1=CC(=C(C=C1)C(=O)N1CCC(CC1)(F)F)Br